FC1=CC=C2CN(C(C2=C1C)=O)C1C(NC(CC1)=O)=O 3-(6-fluoro-7-methyl-1-oxoisoindolin-2-yl)piperidine-2,6-dione